N(=[N+]=[N-])CCCCCCCCCO 9-azido-1-nonanol